methyl 2-(5-bromo-2,3-dihydroxybenzylidene-amino)-3-(4-hydroxy-phenyl)propanoate BrC=1C=C(C(=C(C=NC(C(=O)OC)CC2=CC=C(C=C2)O)C1)O)O